4'-Chloro-5'-(4-(ethylsulfonyl)phenyl)-1',2'-dihydrospiro[cyclopentane-1,3'-pyrrolo[2,3-b]pyridin] ClC1=C2C(=NC=C1C1=CC=C(C=C1)S(=O)(=O)CC)NCC21CCCC1